FC=1C=C(C=CC1N1CCN(CC1)C)C1=NNC=2C1=NN(C(C2)=O)C2=C(C=CC=C2C)F 3-(3-fluoro-4-(4-methylpiperazin-1-yl)phenyl)-5-(2-fluoro-6-methylphenyl)-1H-pyrazolo[4,3-c]pyridazin-6(5H)-one